4-(2-propyl-2H-tetrazol-5-yl)phenethylcarbamic acid benzyl ester C(C1=CC=CC=C1)OC(NCCC1=CC=C(C=C1)C=1N=NN(N1)CCC)=O